manganese tetra(4-carboxyphenyl)porphyrin C(=O)(O)C1=CC=C(C=C1)C1=C2C=CC(C(=C3C=CC(=C(C=4C=CC(=C(C5=CC=C1N5)C5=CC=C(C=C5)C(=O)O)N4)C4=CC=C(C=C4)C(=O)O)N3)C3=CC=C(C=C3)C(=O)O)=N2.[Mn]